piperidyl-(hexahydropyridine) N1(CCCCC1)N1CCCCC1